C(C)(C)(C)OC(=O)N(C(OC(C)(C)C)=O)C1=NC=CC(=C1F)CC=1C=NC=C(C1)OC1=C(C(=CC=C1)Cl)F tert-butyl N-tert-butoxycarbonyl-N-[4-[[5-(3-chloro-2-fluoro-phenoxy)-3-pyridyl]methyl]-3-fluoro-2-pyridyl]carbamate